C(C)(C)(C)N(C(O)=O)CC=1C(=C2C(N(CC2=CC1)C1C(NC(CC1)=O)=O)=O)OC.O1C=CC2=C1C=CC(=C2)NC(CCC2=CC=C(C=C2)O)=O N-(benzofuran-5-yl)-3-(4-hydroxyphenyl)propionamide tert-butyl-((2-(2,6-dioxopiperidin-3-yl)-4-methoxy-3-oxoisoindolin-5-yl)methyl)carbamate